(6S,7S)-6-((2,5-difluoro-[1,1'-biphenyl]-3-yl)methyl)-N-(2-fluoroethyl)-7-((fluoromethyl)sulfonamido)-5-azaspiro[2.4]heptane-5-carboxamide FC1=C(C=C(C=C1C[C@@H]1N(CC2(CC2)[C@@H]1NS(=O)(=O)CF)C(=O)NCCF)F)C1=CC=CC=C1